bis(1,1,1,15,15,15-hexafluoropentadecan-7-yl) 7,7'-((4-hydroxybutyl)-azanediyl)diheptanoate OCCCCN(CCCCCCC(=O)OC(CCCCCC(F)(F)F)CCCCCCCC(F)(F)F)CCCCCCC(=O)OC(CCCCCC(F)(F)F)CCCCCCCC(F)(F)F